C(C1=CC=CC=C1)[C@H]1N(OCC1)C1=CC(=NC=N1)NC=1C(=CC(=C(C1)NC(C=C)=O)N1CCN(CC1)C)OC N-(5-((6-((R)-3-benzylisoxazolidine-2-yl)pyrimidine-4-yl)amino)-4-methoxy-2-(4-methylpiperazine-1-yl)phenyl)acrylamide